CC1(C(NC=2N=CN=C(C21)NC)=O)C 5,5-dimethyl-4-(methylamino)-5H,6H,7H-pyrrolo[2,3-d]pyrimidin-6-one